(S)-1-(2-hydroxyethyl)-4-methyl-5-[2-(trifluoromethyl)phenyl]-1H-pyrrole-3-carboxylic acid ethyl ester C(C)OC(=O)C1=CN(C(=C1C)C1=C(C=CC=C1)C(F)(F)F)CCO